COC=1C=C2CC\C(\C(C2=CC1)=O)=C/C1=NC(=CC=C1)C1=CSC=C1 (E)-6-methoxy-2-((6-(thiophen-3-yl)pyridin-2-yl)methylene)-3,4-dihydronaphthalen-1(2H)-one